CN(CCO)CCO N-methyldiethanolamin